tert-Butyl 4-((6-acetylpyridin-3-yl)oxy)butanoate C(C)(=O)C1=CC=C(C=N1)OCCCC(=O)OC(C)(C)C